O1C2=C(NC(C1)CCCCCCCC(C(=O)O)NC(=O)C1=CC=C3C=NN(C3=C1)C)N=CC=C2 9-(3,4-dihydro-2H-pyrido[3,2-b][1,4]oxazin-3-yl)-2-(1-methyl-1H-indazole-6-carboxamido)nonanoic acid